6-[(2S)-2-aminopropyl]-2-chloro-5-fluoro-N-[(thiophen-2-yl)methyl]-7H-pyrrolo[2,3-d]pyrimidin-4-amine N[C@H](CC1=C(C2=C(N=C(N=C2NCC=2SC=CC2)Cl)N1)F)C